[C@H]12OC[C@H](N(C1)C1=CC=C(N=N1)C=1C(=CC(=NC1)NC(C)=O)NC1=NC(=NC=C1)C(C)(F)F)C2 N-(5-(6-((1R,4R)-2-oxa-5-azabicyclo[2.2.1]heptan-5-yl)pyridazin-3-yl)-4-((2-(1,1-difluoroethyl)pyrimidin-4-yl)amino)pyridin-2-yl)acetamide